C(C1=CC=CC=C1)O[C@]12[C@H](O[C@H](C1O)N1C=CC3=C1N=CN=C3Cl)C(CC2)=C (2r,3as,6ar)-3a-(benzyloxy)-2-(4-chloro-7H-pyrrolo[2,3-d]pyrimidin-7-yl)-6-methylenehexahydro-2H-cyclopenta[b]furan-3-ol